arsenic-boron [B].[As]